(5-(3,4-difluorophenoxy)pyridin-2-yl)propanamide FC=1C=C(OC=2C=CC(=NC2)C(C(=O)N)C)C=CC1F